4-((1-ethynyl-cyclobutyl)methoxy)-2,2-difluoro-7-(trifluoromethylsulfanyl)-2,3-dihydro-1H-inden-1-ol C(#C)C1(CCC1)COC1=C2CC(C(C2=C(C=C1)SC(F)(F)F)O)(F)F